ClC=1C=C(C(=NC1)C)NC(\C=C\C1=CC=C2C(=NNC2=C1)C#N)=O (E)-N-(5-chloro-2-methylpyridin-3-yl)-3-(3-cyano-1H-indazol-6-yl)acrylamide